azabora-anthracene B1=NC=CC2=CC3=CC=CC=C3C=C12